trans-cyclopentane-1,2-diol [C@@H]1([C@@H](CCC1)O)O